Tert-butyl-4-(6-cyanopyridazin-3-yl)piperazine-1-carboxylate C(C)(C)(C)OC(=O)N1CCN(CC1)C=1N=NC(=CC1)C#N